C(#N)C=1C(=NC(=NC1)NC1=C(C=C(C=C1)N1CCN(CC1)CC)NC(C=C)=O)NC1=C(C=C(C=C1)CCC)OC(C)C N-(2-((5-cyano-4-((2-isopropoxy-4-propylphenyl)amino)pyrimidin-2-yl)amino)-5-(4-ethylpiperazin-1-yl)phenyl)acrylamide